2-[[1-[(2-Chlorophenyl)methyl]-5-[3-(cyclopropoxy)phenyl]pyrazol-3-yl]methoxy]-2-methyl-propanoic acid ClC1=C(C=CC=C1)CN1N=C(C=C1C1=CC(=CC=C1)OC1CC1)COC(C(=O)O)(C)C